FC1=C(C=CC(=C1)F)C1=C(C=C2C=NC(N3C2=C1SCC3)=O)C(F)(F)F 10-(2,4-difluorophenyl)-9-(trifluoromethyl)-2,3-dihydro-5H-[1,4]thiazino[2,3,4-ij]quinazolin-5-one